C(C)(C)(C)[C@@H]1CC=2C=C3C(=NC2CC1)SC(=N3)C(=O)N[C@H](CCN3CCC(CC3)O)C3=CC=C(C=C3)C3=CN=NC=C3 (7S)-7-tert-butyl-N-[(1R)-3-(4-hydroxy-1-piperidyl)-1-(4-pyridazin-4-ylphenyl)propyl]-5,6,7,8-tetrahydrothiazolo[5,4-b]quinoline-2-carboxamide